cyclopenta[a]phenanthren C1=CC=CC2=CC=C3C=4CC=CC4C=CC3=C12